2-chloro-1,1,3,3,3-Pentafluoropropane ClC(C(F)F)C(F)(F)F